O[C@@H](COC=1C=C(C=2N(C1)N=CC2C#N)C=2C=NC(=CC2)N2CCN(CC2)C([C@@H](C2=CC=CC=C2)OC)=O)C 6-((R)-2-hydroxypropoxy)-4-(6-(4-((R)-2-methoxy-2-phenylacetyl)piperazin-1-yl)pyridin-3-yl)pyrazolo[1,5-a]pyridine-3-carbonitrile